NC=1C(=NC(=CN1)C1=C(C=C(C=C1)NC(C(C=1C=C(C=CC1)C)O)=O)CC)C(=O)O 3-amino-6-(2-ethyl-4-(2-hydroxy-2-(m-tolyl)acetamido)phenyl)pyrazine-2-carboxylic acid